FC1=CC=C(C(=O)N2C(C=3N(CC2)C(=NC3C(=O)N)C3=NC(=NS3)C)C)C=C1 7-(4-fluorobenzoyl)-8-methyl-3-(3-methyl-1,2,4-thiadiazol-5-yl)-5,6,7,8-Tetrahydroimidazo[1,5-a]pyrazine-1-carboxamide